6-chloro-4-((R/S)-2-(2-fluorophenyl)piperidin-1-yl)-1H-pyridine ClC1=CC(=CCN1)N1[C@H](CCCC1)C1=C(C=CC=C1)F |r|